COCCC1=NN(C=C1)C1=NC=2N(C(=C1)N1CCOCC1)N=C(C2)C2=CC=NC=C2 4-(5-(3-(2-methoxyethyl)-1H-pyrazol-1-yl)-2-(pyridin-4-yl)pyrazolo[1,5-a]pyrimidin-7-yl)morpholine